2,3-dihydroxy-6-nitro-7-sulphamoyl-benzo[f]quinoxaline OC=1C(=NC=2C=C(C3=C(C2N1)C=CC=C3S(N)(=O)=O)[N+](=O)[O-])O